F[C@H]1CC2=CC=3CCCC3C(=C2C1)NC(=O)N=[S@](=O)(N)C=1C=NN2C1OC(C2)(C)C (R)-N'-(((S)-2-fluoro-1,2,3,5,6,7-hexahydro-s-indacen-4-yl)carbamoyl)-2,2-dimethyl-2,3-dihydropyrazolo[5,1-b]oxazole-7-sulfonimidamide